ethyl 2-({6-[(1,3-benzothiazol-2-yl)amino]-5-methylpyridazin-3-yl}(3-methoxypropyl)amino)-5-(3-phenoxypropyl)-1,3-thiazole-4-carboxylate S1C(=NC2=C1C=CC=C2)NC2=C(C=C(N=N2)N(C=2SC(=C(N2)C(=O)OCC)CCCOC2=CC=CC=C2)CCCOC)C